BrC=1C=CC=C2C(=C(\C(\C12)=C/C1=CC(=CC=C1)OC1=CC=CC=C1)C)CC(=O)O (E)-2-(7-bromo-2-methyl-1-(3-phenoxybenzylidene)-1H-inden-3-yl)acetic acid